3-(methyl(2-oxo-4-(o-tolyl)-2H-chromen-7-yl)amino)propenamide CN(C=CC(=O)N)C1=CC=C2C(=CC(OC2=C1)=O)C1=C(C=CC=C1)C